3-[2-chloro-5-(3,5-dimethyl-2,6-dioxo-4-sulfanylidene-1,3,5-triazinan-1-yl)-4-fluorophenyl]-5-methyl-4,5-dihydro-1,2-oxazole-5-carboxylic acid ClC1=C(C=C(C(=C1)F)N1C(N(C(N(C1=O)C)=S)C)=O)C1=NOC(C1)(C(=O)O)C